di-tetrabutylammonium terephthalate C(C1=CC=C(C(=O)[O-])C=C1)(=O)[O-].C(CCC)[N+](CCCC)(CCCC)CCCC.C(CCC)[N+](CCCC)(CCCC)CCCC